(Z)-N-(3-aminobicyclo[3.1.0]hexan-6-yl)-3-(3-(3,5-bis(trifluoromethyl)phenyl)-1H-1,2,4-triazol-1-yl)acrylamide NC1CC2C(C2C1)NC(\C=C/N1N=C(N=C1)C1=CC(=CC(=C1)C(F)(F)F)C(F)(F)F)=O